FC1=C(C(=C2C=CN(C2=C1)S(=O)(=O)C1=CC=C(C)C=C1)C)OC1=CC(=C(C=C1)F)C=1N(C(=CN1)C(C)(CCC=C)C1=CC=CC=C1)S(=O)(=O)C1=CC=C(C)C=C1 6-Fluoro-5-(4-fluoro-3-(5-(2-phenylhex-5-en-2-yl)-1-tosyl-1H-imidazol-2-yl)phenoxy)-4-methyl-1-tosyl-1H-indole